F[C@H]1CN(CC[C@@H]1N(C(=O)NC1=NC=CC(=C1)C(F)(F)F)C)C=1C=C2C(=NC1)NN=C2 1-((3S,4S)-3-fluoro-1-(1H-pyrazolo[3,4-b]pyridin-5-yl)piperidin-4-yl)-1-methyl-3-(4-(trifluoromethyl)pyridin-2-yl)urea